BrOCOC Methoxymethyl hypobromite